O=C1N(CCC(N1)=O)C1=CC=2C=C3N(C2C=C1)CCN(C3)C(=O)OC(C)(C)C tert-Butyl 8-(2,4-dioxotetrahydropyrimidin-1(2H)-yl)-3,4-dihydropyrazino[1,2-a]-indole-2(1H)-carboxylate